ClC=1C=CC2=C(CCN(S2(=O)=O)C(C(=O)NNC(=O)OC(C)(C)C)C(C)C2=C(C(=CC=C2F)C)C)C1 tert-butyl 2-(2-(6-chloro-1,1-dioxido-3,4-dihydro-2H-benzo[e][1,2]thiazin-2-yl)-3-(6-fluoro-2,3-dimethylphenyl)butanoyl)hydrazine-1-carboxylate